4-((6-methoxy-8-methyl-9H-pyrido[3,4-b]indol-9-yl)methyl)benzenesulfonamide COC=1C=C2C3=C(N(C2=C(C1)C)CC1=CC=C(C=C1)S(=O)(=O)N)C=NC=C3